O-dodecenoyl-carnitine C(C=CCCCCCCCCC)(=O)OC(C[N+](C)(C)C)CC([O-])=O